C(C)(C)(C)C=1C=C(C=C(C1O)C(C)(C)C)CCC(=O)OCC(COC(CCC1=CC(=C(C(=C1)C(C)(C)C)O)C(C)(C)C)=O)(COC(CCC1=CC(=C(C(=C1)C(C)(C)C)O)C(C)(C)C)=O)COC(CCC1=CC(=C(C(=C1)C(C)(C)C)O)C(C)(C)C)=O 2,2-bis(((3-(3,5-di-tert-butyl-4-hydroxyphenyl)propanoyl)-oxy)methyl)propane-1,3-diyl bis(3-(3,5-di-tert-butyl-4-hydroxyphenyl)propanoate)